N-(3-(3-(4-chloro-3-(2,4-dioxotetrahydropyrimidin-1(2H)-yl)benzoyl)-3-azaspiro[5.5]undecan-9-yl)propyl)-N-methylcyclohexane-1-carboxamide ClC1=C(C=C(C(=O)N2CCC3(CC2)CCC(CC3)CCCN(C(=O)C3CCCCC3)C)C=C1)N1C(NC(CC1)=O)=O